5-hydroxy-2-methyl-2-(4-methyl-3-penten-1-yl)-7-pentyl-2H-1-benzopyran-6-carboxylic acid OC1=C(C(=CC2=C1C=CC(O2)(CCC=C(C)C)C)CCCCC)C(=O)O